[N+](=O)([O-])C1=CC=C(C=C1)N1CCC(CC1)CN1CCNCC1 1-((1-(4-nitrophenyl)piperidin-4-yl)methyl)piperazine